N-[2-(2-methyl-6,7-dihydro-8H-indeno[5,4-d][1,3]oxazol-8-ylidene)ethyl]acetamide CC=1OC2=C(N1)C=CC=1CCC(C12)=CCNC(C)=O